5-(2-{5-[(1R,4R,7R)-7-amino-2-azabicyclo[2.2.1]heptane-2-carbonyl]-7-methoxy-1-methyl-1H-1,3-benzodiazol-2-yl}-1-(cyclopropylmethyl)-1H-pyrrolo[2,3-b]pyridin-6-yl)-2-fluorobenzoic acid N[C@H]1[C@@H]2N(C[C@H]1CC2)C(=O)C2=CC1=C(N(C(=N1)C1=CC=3C(=NC(=CC3)C=3C=CC(=C(C(=O)O)C3)F)N1CC1CC1)C)C(=C2)OC